N-[(1S)-2-[(3S)-3-hydroxy-pyrrolidin-1-yl]-1-phenylethyl]-N-methyl-2,2-diphenylacetamide O[C@@H]1CN(CC1)C[C@H](C1=CC=CC=C1)N(C(C(C1=CC=CC=C1)C1=CC=CC=C1)=O)C